naphthylphenylboric acid C1(=CC=CC2=CC=CC=C12)C1=C(C=CC=C1)OB(O)O